ethyl 2-[(diphenylmethylidene) amino]acetate C1(=CC=CC=C1)C(C1=CC=CC=C1)=NCC(=O)OCC